(2R)-3-bromo-2-methylpropan-1-ol BrC[C@@H](CO)C